(1S,4s)-4-((4-((R)-8-phenyl-7,8-dihydro-6H-pyrrolo[2',1':2,3]imidazo[4,5-b]pyridin-2-yl)pyridin-2-yl)oxy)cyclohexanol C1(=CC=CC=C1)[C@H]1CCC2=NC=3C(=NC(=CC3)C3=CC(=NC=C3)OC3CCC(CC3)O)N21